N,N-diethyl-3-oxo-2-[(4-vinylphenyl)methyl]butanamide C(C)N(C(C(C(C)=O)CC1=CC=C(C=C1)C=C)=O)CC